1-(4-((4-(4-amino-3-(4-phenoxyphenyl)-1H-pyrazolo[3,4-d]pyrimidin-1-yl)piperidin-1-yl)methyl)pyridazin-3-yl)dihydropyrimidine-2,4(1H,3H)-dione NC1=C2C(=NC=N1)N(N=C2C2=CC=C(C=C2)OC2=CC=CC=C2)C2CCN(CC2)CC2=C(N=NC=C2)N2C(NC(CC2)=O)=O